methyl (R)-3-azido-2-((2-ethoxy-2-oxoethyl)amino)propanoate N(=[N+]=[N-])C[C@H](C(=O)OC)NCC(=O)OCC